2-(4-(ethoxycarbonyl)-2-fluorophenyl)acetic acid C(C)OC(=O)C1=CC(=C(C=C1)CC(=O)O)F